C(C=C)OC=1C=CC(=C(C1)N1C(NC(CC1)=O)=O)C (5-(allyloxy)-2-methylphenyl)dihydropyrimidine-2,4(1H,3H)-dione